chloro-2-biphenylcarboxamide ClC1=C(C(=CC=C1)C1=CC=CC=C1)C(=O)N